8-(4-(2-(dimethylamino)ethoxy)-2-fluorophenyl)-N2-(4-morpholinylphenyl)pyrido[3,4-d]pyrimidine-2,4-diamine CN(CCOC1=CC(=C(C=C1)C1=NC=CC2=C1N=C(N=C2N)NC2=CC=C(C=C2)N2CCOCC2)F)C